(2-morpholinoethyl)quinoxaline-2-carboxamide O1CCN(CC1)CCC=1C(=NC2=CC=CC=C2N1)C(=O)N